Cyclopentyl-[6-{[2-(4-isopropylphenyl)imidazo[1,2-a]pyrimidin-3-yl]methyl}-2,6-diazabicyclo[3.2.2]non-2-yl]methanone benzyl-2-methyl-7-oxa-3-azabicyclo[4.1.0]heptane-3-carboxylate C(C1=CC=CC=C1)OC(=O)N1C(C2OC2CC1)C.C1(CCCC1)C(=O)N1C2CN(C(CC1)CC2)CC2=C(N=C1N2C=CC=N1)C1=CC=C(C=C1)C(C)C